BrC1=CC2=C(C=3N(CCC2NC=2C=C(C=CC2)CC(=O)NC)N=NC3C)C=C1 2-(3-((9-bromo-1-methyl-6,7-dihydro-5H-benzo[c][1,2,3]triazolo[1,5-a]azepin-7-yl)amino)phenyl)-N-methylacetamide